6-((3-Aminopyrazin-2-yl)Methyl)-N-(3-(Trifluoromethyl)Phenyl)-4,5,6,7-Tetrahydrothieno[2,3-c]Pyridin-3-Carboxamid NC=1C(=NC=CN1)CN1CC2=C(CC1)C(=CS2)C(=O)NC2=CC(=CC=C2)C(F)(F)F